(S)-4-(1-(1-(3-chlorobenzyl)-5-phenyl-1H-indazole-7-carboxamido)ethyl)benzoic acid ClC=1C=C(CN2N=CC3=CC(=CC(=C23)C(=O)N[C@@H](C)C2=CC=C(C(=O)O)C=C2)C2=CC=CC=C2)C=CC1